BrC=1C=C2C=CC(=CC2=CC1)C(=O)O 6-bromo-2-naphthoic acid